dodeca-1,3,5,6,8,10-hexene-9,10-dicarboxylate C=CC=CC=C=CC=C(C(=CC)C(=O)[O-])C(=O)[O-]